C(C)(C)(C)N(C(O)=O)[C@@H](C1CCC(CC1)(F)F)C=1N=C2N(N=CC(=C2)[C@@H](COCC)N)C1.C(C1=CC=CC=C1)OC1=C(N)C(=CC=C1)SC1=NC=C(C=N1)Cl |o1:25| 2-(benzyloxy)-6-[(5-chloropyrimidine-2-yl)thio]aniline tert-Butyl-((S)-(7-((S*)-1-amino-2-ethoxyethyl)imidazo[1,2-b]pyridazin-2-yl)(4,4-difluorocyclohexyl)methyl)carbamate